C1(CC1)C=1C(=NC=C(C1)NC(C(=O)N(CC1=NC=C(C=C1)C(F)(F)F)[C@@H](COC)C1CC1)=O)NC(OC(C)(C)C)=O (R)-tert-butyl (3-cyclopropyl-5-(2-((1-cyclopropyl-2-methoxyethyl) ((5-(trifluoromethyl)pyridin-2-yl)methyl)amino)-2-oxoacetamido)pyridin-2-yl)carbamate